5-((3-(2-(diethylamino)ethyl)-1H-indol-7-yl)oxy)-5-oxopentanoic acid C(C)N(CCC1=CNC2=C(C=CC=C12)OC(CCCC(=O)O)=O)CC